(R)-5-Chloro-6-methyl-N-(3-(S-methylsulfonimidoyl)phenyl)-2-(6-azaspiro[2.5]octan-6-yl)nicotinamide ClC=1C(=NC(=C(C(=O)NC2=CC(=CC=C2)[S@@](=O)(=N)C)C1)N1CCC2(CC2)CC1)C